4-chloro-1H-benzo[d]imidazole-2-carboxylic acid ClC1=CC=CC=2NC(=NC21)C(=O)O